FC1([C@H](C1)C(=O)NC1=CC(=C(C=C1)C)C=1OC=C(N1)C)F (R)-2,2-difluoro-N-(4-methyl-3-(4-methyloxazol-2-yl)phenyl)cyclopropane-1-carboxamide